{4-[(17β)-17-ethynyl-17-hydroxyestra-1,3,5(10)-trien-2-yl]piperazin-1-yl}[(2S)-1-(quinolin-2-ylcarbonyl)pyrrolidin-2-yl]methanone C(#C)[C@@]1([C@]2(C)[C@@H](CC1)[C@@H]1CCC=3C=CC(=CC3[C@H]1CC2)N2CCN(CC2)C(=O)[C@H]2N(CCC2)C(=O)C2=NC1=CC=CC=C1C=C2)O